Br.CN Methylamine hydrobromide